methyl 5-bromo-1-(2-trimethylsilylethoxymethyl)pyrazole-3-carboxylate BrC1=CC(=NN1COCC[Si](C)(C)C)C(=O)OC